(R)-2-(4-(2-(7,8-dimethyl-[1,2,4]triazolo[1,5-a]pyridin-6-yl)-4-fluoro-3-isopropyl-1H-pyrrolo[2,3-c]pyridin-5-yl)-3-methylpiperazin-1-yl)acetamide CC1=C(C=2N(C=C1C1=C(C=3C(=CN=C(C3F)N3[C@@H](CN(CC3)CC(=O)N)C)N1)C(C)C)N=CN2)C